laurylphenyl ether phosphate P(=O)(O)(O)O.C(CCCCCCCCCCC)OC1=CC=CC=C1